N-(5-(piperazin-1-ylmethyl)thiazol-2-yl)acetamide compound with 2,2,2-trifluoroacetaldehyde FC(C=O)(F)F.N1(CCNCC1)CC1=CN=C(S1)NC(C)=O